1-(Tetrahydro-2H-pyran-4-yl)-4-(4,4,5,5-tetramethyl-1,3-dioxolan-2-yl)-1H-pyrazole O1CCC(CC1)N1N=CC(=C1)C1OC(C(O1)(C)C)(C)C